CC([C@@H](C)OC1=CC=C(C=C1)[C@H](CC(=O)O)C#CC)C |&1:2| (3S)-3-(4-{[(2R/S)-3-methylbutan-2-yl]Oxy}phenyl)hex-4-ynoic acid